NC=1C(=C(C=C2C=C(N=CC12)NC1=NN2CC(N(CCC2=C1)C(C)C)=O)C)F 2-((8-amino-7-fluoro-6-methylisoquinolin-3-yl)amino)-6-isopropyl-5,6-dihydro-4H-pyrazolo[1,5-d][1,4]diazepin-7(8H)-one